COC([C@H](CC(C)C)NC([C@@H](CC(C(F)F)(C)C)N)=O)=O (S)-2-((R)-2-amino-5,5-difluoro-4,4-dimethylpentanoylamino)-4-methylpentanoic acid methyl ester